Cl.ClC=1C=C(C=CC1)[C@@]12[C@@H](OCCN1)CCCC2 (4aS,8aS)-4a-(3-chlorophenyl)octahydro-2H-benzo[b][1,4]oxazine hydrochloride